C(C1=CC=CC=C1)OC(=O)N([C@@H]1CN(CCC1)C(=O)OC(C)(C)C)C1CC1 (S)-tert-Butyl 3-(((benzyloxy)carbonyl)(cyclopropyl)amino)piperidine-1-carboxylate